F[C@H]1C[C@@H](N(C1)C=1C=CC=2N(N1)C(=CN2)C(=O)N[C@@H]2CN(CC2)CC=2C=C(C(=O)OC)C=CC2)C2=C(C=CC(=C2)F)SC methyl 3-{[(3S)-3-{6-[(2R,4S)-4-fluoro-2-[5-fluoro-2-(methylsulfanyl)phenyl]pyrrolidin-1-yl]imidazo[1,2-b]pyridazine-3-amido}pyrrolidin-1-yl]methyl}benzoate